3-({2-fluoro-3-[(2-oxo-1,3-oxazolidin-3-yl)methyl]phenyl}methyl)-7-hydroxy-3,4-dihydro-2H-1,3-benzoxazin-2-one FC1=C(C=CC=C1CN1C(OCC1)=O)CN1C(OC2=C(C1)C=CC(=C2)O)=O